ClC=1C=CC(=NC1)C=1OC(=CN1)CO [2-(5-chloropyridin-2-yl)-1,3-oxazol-5-yl]methanol